OCC\N=C(\C)/C1=C(C=CC=C1)NC(OC(C)(C)C)=O tert-butyl (Z)-(2-(1-((2-hydroxyethyl)imino)ethyl)phenyl)carbamate